C(CCCCCCCCCCC)SCCC(=O)OC1=C(C=C(C(=C1)C)SC1=CC(=C(C=C1C)OC(CCSCCCCCCCCCCCC)=O)C(C)(C)C)C(C)(C)C thiobis-[2-tert-butyl-5-methyl-4,1-phenylene] bis[3-(dodecylthio) propionate]